COC(=O)C1=CC=CC=2SC(=CC21)I iodobenzo[B]thiophene-4-carboxylic acid methyl ester